4,5'-Bipyrimidine N1=CN=C(C=C1)C=1C=NC=NC1